COC1CC(C1)NC1=NC(=NN2C1=C(C(=C2)C=2C=NC=CC2)C)C=2N(C=CN2)C N-((1s,3s)-3-methoxy-cyclobutyl)-5-methyl-2-(1-methyl-1H-imidazol-2-yl)-6-(pyridin-3-yl)pyrrolo[2,1-f][1,2,4]triazin-4-amine